3-methyl-N,N-bis(2-thienylmethyl)benzenesulfonamide CC=1C=C(C=CC1)S(=O)(=O)N(CC=1SC=CC1)CC=1SC=CC1